OCC([C@H](C[C@H]1C(NCCC1)=O)NC([C@H](CC1(CCC1)C)NC(C(=O)N)=O)=O)=O N2-((S)-1-(((S)-4-hydroxy-3-oxo-1-((S)-2-oxopiperidin-3-yl)butan-2-yl)amino)-3-(1-methylcyclobutyl)-1-oxopropan-2-yl)oxalamide